C(=O)[C@@H]1[C@@H]2CC[C@H](CN1C(=O)OC(C)(C)C)N2C(=O)[O-] tert-butyl (1S,2S,5R)-2-formyl-3,8-diazabicyclo[3.2.1]octane-3,8-dicarboxylate